5-(1,3-Benzothiazole-6-sulfonyl)-N-{[3-(propan-2-yloxy)phenyl]methyl}-1H,2H,3H,4H,5H,6H-pyrrolo[3,4-c]pyrrole-2-carboxamide S1C=NC2=C1C=C(C=C2)S(=O)(=O)N2CC1=C(C2)CN(C1)C(=O)NCC1=CC(=CC=C1)OC(C)C